FC1=CC=C(C=C1)C(\C=C\C1=CC=C(C=C1)OCCCO)=O (E)-1-(4-Fluorophenyl)-3-[4-(3-hydroxypropoxy)phenyl]prop-2-en-1-one